7-Bromo-3-butyl-8-hydroxy-3-methyl-5-phenyl-2,3,4,5-tetrahydro-1,5-benzothiazepine 1,1-dioxide BrC=1C(=CC2=C(N(CC(CS2(=O)=O)(C)CCCC)C2=CC=CC=C2)C1)O